(oxazol-2-yl)-(R/S)-methanol O1C(=NC=C1)CO